glycerol monostearate C(CCCCCCCCCCCCCCCCC)(=O)OCC(O)CO